2-[(2R,4S,5R)-1-(2,4-Dichloro-phenyl)-5-hydroxy-2,6,6-trimethylheptan-4-yl]-2,4-dihydro-3H-1,2,4-triazol-3-thion ClC1=C(C=CC(=C1)Cl)C[C@H](C[C@@H]([C@@H](C(C)(C)C)O)N1N=CNC1=S)C